3-butyldecan-2-one C(CCC)C(C(C)=O)CCCCCCC